3-methylamino-5-ethyl-1H-1,2,4-triazole CNC1=NNC(=N1)CC